diallyl-biphenol C(C=C)C=1C(=C(C(=CC1)O)C=1C(=CC=CC1)O)CC=C